tert-butyl (3S)-6-[3-chloro-5-[2-(dimethylamino)ethoxy]phenyl]-3-methyl-3,4-dihydro-2H-pyridine-1-carboxylate ClC=1C=C(C=C(C1)OCCN(C)C)C1=CC[C@@H](CN1C(=O)OC(C)(C)C)C